butyl-p-hydroxy-benzoic acid C(CCC)C1=C(C(=O)O)C=CC(=C1)O